4-[2-[6-[4-(12-aminododecanoyl)piperazine-1-carbonyl]-2-naphthyl]ethylamino]quinoline-6-carbonitrile NCCCCCCCCCCCC(=O)N1CCN(CC1)C(=O)C=1C=C2C=CC(=CC2=CC1)CCNC1=CC=NC2=CC=C(C=C12)C#N